2-(4-(3-isopropyl-2-(2,3,8-trimethylimidazo[1,2-a]pyridin-6-yl)-1H-indol-5-yl)piperidin-1-yl)-N-methylacetamide C(C)(C)C1=C(NC2=CC=C(C=C12)C1CCN(CC1)CC(=O)NC)C=1C=C(C=2N(C1)C(=C(N2)C)C)C